BrCC(=O)C1=CN=CS1 2-bromo-1-(thiazol-5-yl)ethanone